ClC1=C(C(=O)NC2=NC(=NC=C2C=2OC=NN2)NC=2C=C3C(NC(C3=CC2)=O)(C)C)C(=CC=C1)C#N 2-chloro-6-cyano-N-(2-((3,3-dimethyl-1-oxoisoindolin-5-yl)amino)-5-(1,3,4-oxadiazol-2-yl)pyrimidin-4-yl)benzamide